C(C#C)ON[C@@H](CC1=CC=CC=C1)C(=O)O (propargyloxy)-phenylalanine